NC1=C(N(N(C1=O)C1=CC=CC=C1)C)C 4-amino-2,3-dimethyl-1-phenyl-3-pyrazolin-5-one